C(#N)C1CN(C1)S(=O)(=O)C=1C=C(C=CC1)C(=O)N1[C@H](CCC1)C(=O)N[C@H](C)C1=C(C=C(C=C1)C(F)F)F 1-((3-((3-cyano-1-azetidinyl)sulfonyl)phenyl)carbonyl)-N-((1R)-1-(4-(difluoromethyl)-2-fluorophenyl)ethyl)-D-prolinamide